N[C@H](C(=O)N[C@H](C(=O)OC)CC(C)C)CC(C(F)F)(C)C (S)-methyl 2-((S)-2-amino-5,5-difluoro-4,4-dimethylpentanamido)-4-methylpentanoate